N-methoxy-N-methyl-4-(((tetrahydro-2H-pyran-2-yl)oxy)methyl)bicyclo[2.2.2]octane-1-carboxamide CON(C(=O)C12CCC(CC1)(CC2)COC2OCCCC2)C